BENZHYDRYL-THIOACETAMID C(C1=CC=CC=C1)(C1=CC=CC=C1)CC(=S)N